1-(5-bromo-8-fluoro-7-nitro-3,4-dihydro-1H-isoquinolin-2-yl)-2,2,2-trifluoroethanone BrC1=C2CCN(CC2=C(C(=C1)[N+](=O)[O-])F)C(C(F)(F)F)=O